ClCC1CN(C2=CC(=C3C(=C12)N=C(O3)C)O)C(=O)C=3N=C1N(C=C(C=C1)C1=C(C(=O)N)C=CC(=C1)O)C3 (2-(8-(chloromethyl)-4-hydroxy-2-methyl-7,8-dihydro-6H-oxazolo[4,5-e]indole-6-carbonyl)imidazo[1,2-a]pyridin-6-yl)-4-hydroxybenzoamide